L-2-isopentenyl-adenine cesium chloroantimonate [Sb]([O-])([O-])(=O)Cl.[Cs+].C(CC(=C)C)C1=NC(=C2NC=NC2=N1)N.[Cs+]